ClC=1C=C(C=C(C1)Cl)C12OC3CC(CC(O1)C3)O2 3-(3,5-Dichlorophenyl)-2,4,10-trioxaadamantane